3-methyl-2-[2-[(1R,5s)-3-oxabicyclo[3.1.0]hexan-6-yl]pyrazolo[3,4-b]pyridin-6-yl]-5-(trifluoromethyl)phenol CC=1C(=C(C=C(C1)C(F)(F)F)O)C=1C=CC=2C(N1)=NN(C2)C2[C@H]1COC[C@@H]21